CNC(=O)C1=NC=NC(=C1)[Sn](C)(C)C N-methyl-6-trimethylstannyl-pyrimidine-4-carboxamide